N1C(=NC2=C1C=CC=C2)C2=CC=CC(=N2)N2CCC1(CCN(CC1)C(=O)C1=NC(=CC=C1)NC1=CC=CC=C1)CC2 (9-(6-(1H-benzo[d]imidazol-2-yl)pyridinyl)-3,9-diazaspiro[5.5]undecan-3-yl)(6-(Anilino)pyridin-2-yl)methanone